BrC1=C(C=CC=2N=C(SC21)CCCC)OC\C(\CN)=C\F (E)-2-(((7-bromo-2-butylbenzo[d]-thiazol-6-yl)oxy)-methyl)-3-fluoro-prop-2-en-1-amine